2-(6-chloropyridazin-3-yl)-4-fluoro-5-(2-methyl-1,3-thiazol-5-yl)phenol ClC1=CC=C(N=N1)C1=C(C=C(C(=C1)F)C1=CN=C(S1)C)O